2-[(2,6-difluoro-4-pyridyl)-(tetrahydropyran-4-carbonyl)amino]-N-[(1S)-2,2-dimethylcyclobutyl]-5-methyl-thiazole-4-carboxamide FC1=NC(=CC(=C1)N(C=1SC(=C(N1)C(=O)N[C@@H]1C(CC1)(C)C)C)C(=O)C1CCOCC1)F